8-[1-(2-diethoxyphosphorylanilino)ethyl]-3,6-dimethyl-2-(2-methylindazol-5-yl)chromen-4-one C(C)OP(=O)(OCC)C1=C(NC(C)C=2C=C(C=C3C(C(=C(OC23)C2=CC3=CN(N=C3C=C2)C)C)=O)C)C=CC=C1